1-methyl-5-(trifluoromethyl)pyrazol-4-ol CN1N=CC(=C1C(F)(F)F)O